C(C)(=O)C1=NC(C2(N=CN([C@H]3[C@H](O)[C@H](O)[C@@H](CO)O3)C2N1C(C)=O)C(C)=O)=N 2,3,5-triacetyladenosine